2-(o-tolyl)ethane-1,2-dione C1(=C(C=CC=C1)C(C=O)=O)C